COC1=CC=C(C=N1)C1=CC2=C(N=C(S2)NC2=NC=CC(=C2)CN2CCCC2)C=C1 6-(6-methoxypyridin-3-yl)-N-(4-(pyrrolidin-1-ylmethyl)pyridin-2-yl)benzo[d]thiazol-2-amine